Tert-butyl N-[2-[3-(hydroxymethyl)cyclobutoxy]ethyl]carbamate OCC1CC(C1)OCCNC(OC(C)(C)C)=O